C1(CC1)C1=NC=NC=C1 4-cyclopropyl-pyrimidin